(3R,7R)-3,7-dihydroxybehenic acid O[C@@H](CC(=O)O)CCC[C@@H](CCCCCCCCCCCCCCC)O